C1(CC1)C1=NOC(=N1)C1=NC=C(C=C1N)S(=O)(=O)C1=CC=C(C=C1)OC(F)(F)F 2-(3-Cyclopropyl-1,2,4-oxadiazol-5-yl)-5-[4-(trifluoromethoxy)benzene-1-sulfonyl]pyridin-3-amine